1-methyl-3-naphthalen-2-yl-1H-pyrazolo[3,4-d]pyrimidin CN1N=C(C=2C1=NC=NC2)C2=CC1=CC=CC=C1C=C2